N-((S)-1,1-dicyclohexyl-3-((4-((3R,4R)-4-(2,2-difluorovinyl)tetrahydrofuran-3-yl)-2-fluoro-5-methylphenyl)amino)-3-oxopropan-2-yl)-1-isopropyl-1H-pyrazole-5-carboxamide C1(CCCCC1)C([C@@H](C(=O)NC1=C(C=C(C(=C1)C)[C@@H]1COC[C@H]1C=C(F)F)F)NC(=O)C1=CC=NN1C(C)C)C1CCCCC1